NC1(CCN(CC1)C1=NC(=C2C(=N1)NN=C2C2=C(C1=CN(N=C1C=C2)C([2H])([2H])[2H])Cl)C#N)C2=CC=CC=C2 6-(4-amino-4-phenylpiperidin-1-yl)-3-(4-chloro-2-(methyl-d3)-2H-indazol-5-yl)-1H-pyrazolo[3,4-d]pyrimidine-4-carbonitrile